5-(3-(1-(2,2-difluorocyclopropyl)-3-oxo-2,3-dihydro-1H-pyrazol-4-yl)-2-fluoro-6-hydroxyphenyl)-1,2,5-thiadiazolidin-3-one 1,1-dioxide FC1(C(C1)N1NC(C(=C1)C=1C(=C(C(=CC1)O)N1CC(NS1(=O)=O)=O)F)=O)F